6-(2-Methoxybenzyl)-2-azaspiro[3.3]heptane 2,2,2-trifluoroacetate FC(C(=O)O)(F)F.COC1=C(CC2CC3(CNC3)C2)C=CC=C1